C(C1=CC=CC=C1)(=O)NC(NC1=C(NC=C1)C(=O)OCC)=S 3-benzoyl-1-(2-(ethoxycarbonyl)-1H-pyrrol-3-yl)thiourea